(trans)-4-pyrimidin-2-yloxycyclohexanol N1=C(N=CC=C1)O[C@@H]1CC[C@H](CC1)O